FCC(CF)N1N=NC2=C1C=C(C=C2)C=2C=CN1N=C(N=C(C12)OC)N[C@@H]1[C@H](CN(CC1)C1(COC1)[2H])F 5-(1-(1,3-difluoropropan-2-yl)-1H-benzo[d][1,2,3]triazol-6-yl)-N-((3S,4S)-3-fluoro-1-(oxetan-3-yl-3-d)piperidin-4-yl)-4-methoxypyrrolo[2,1-f][1,2,4]triazin-2-amine